2-[(4R)-4-cyclopropyl-4-[[6-oxo-5-(trifluoromethyl)-1-(2-trimethylsilylethoxymethyl)pyridazin-4-yl]amino]butyl]-7-fluoro-6-[5-(trifluoromethyl)pyrimidin-2-yl]isoquinolin-1-one C1(CC1)[C@@H](CCCN1C(C2=CC(=C(C=C2C=C1)C1=NC=C(C=N1)C(F)(F)F)F)=O)NC=1C=NN(C(C1C(F)(F)F)=O)COCC[Si](C)(C)C